ClC1=C(C=CC=2N=C(SC21)C)C2=NNC1=NC(=CN=C12)N1C[C@@H]2[C@]([C@@H]2CC1)(C=1SC=C(N1)C)CN ((1S,6R,7S)-3-(3-(7-chloro-2-methylbenzo[d]thiazol-6-yl)-1H-pyrazolo[3,4-b]pyrazin-6-yl)-7-(4-methylthiazol-2-yl)-3-azabicyclo[4.1.0]heptan-7-yl)methanamine